C(C)NCCC1=NN=C(O1)C=1C(=NC=CN1)NC1=CC=C(C=C1)C(F)(F)F 3-[5-[2-(ethylamino)ethyl]-1,3,4-oxadiazol-2-yl]-N-[4-(trifluoromethyl)phenyl]pyrazin-2-amine